(5S)-6-[4-(4,4-difluoropiperidin-1-yl)-3-(trifluoromethyl)phenyl]-5-methyl-4,5-dihydro-1,2,4-triazin-3(2H)-one FC1(CCN(CC1)C1=C(C=C(C=C1)C=1[C@@H](NC(NN1)=O)C)C(F)(F)F)F